((2R,3S,5R)-5-(4-amino-2-oxopyrimidin-1(2H)-yl)-3-((butoxyoxidophosphoryl)oxy)tetrahydrofuran-2-yl)methyl butyl phosphate P(=O)(OC[C@H]1O[C@H](C[C@@H]1OP(=O)([O-])OCCCC)N1C(N=C(C=C1)N)=O)(OCCCC)[O-]